P(=O)(OC1=C(C=CC=C1)Cl)(OCC1OC([C@@H]2OC(O[C@@H]21)(C)C)N2C(NC(C=C2)=O)=O)OCCOCCCCCCCCCCCCCCCCCC 2-Chlorophenyl (((3aR,6aR)-6-(2,4-dioxo-3,4-dihydropyrimidin-1(2H)yl)-2,2-dimethyltetrahydrofurano[3,4-d][1,3]dioxolan-4-yl) methyl) (2-(octadecyloxy) ethyl) phosphate